(R)-3-amino-N-(2-(4-((3-(1-(cyanomethyl)-3-(trifluoromethyl)-1H-pyrazol-4-yl)imidazo[1,2-a]pyrazin-8-yl)amino)-2-ethylbenzamido)ethyl)pyrrolidine-1-carboxamide formate C(=O)O.N[C@H]1CN(CC1)C(=O)NCCNC(C1=C(C=C(C=C1)NC=1C=2N(C=CN1)C(=CN2)C=2C(=NN(C2)CC#N)C(F)(F)F)CC)=O